azobis{2-(2-imidazolin-2-yl)propane} disulfate dihydrate O.O.S(=O)(=O)(O)OS(=O)(=O)O.N(=NCC(C)C=1NCCN1)CC(C)C=1NCCN1